C(C)S(=O)(=O)[O-] Ethanesulfonate